CN([C@H]1C(C[C@@H](CC1)NC=1N=CC2=C(N1)N(C(C(=C2)C2=CC(=C(C(=C2)F)NS(=O)(=O)CCC(F)(F)F)F)=O)C(C)C)OC)C N-(4-(2-(((1R,4R)-4-(dimethylamino)-3-methoxycyclohexyl)amino)-8-isopropyl-7-oxo-7,8-dihydropyrido[2,3-d]pyrimidin-6-yl)-2,6-difluorophenyl)-3,3,3-trifluoropropane-1-sulfonamide